COC1=C(C=CC=C1)N1N=NC=C1C(=O)O 3-(2-methoxyphenyl)-1,2,3-triazole-4-carboxylic acid